(S)-tert-butyl ((5-(pyrimidin-5-yl) isochroman-1-yl)methyl)carbamate N1=CN=CC(=C1)C1=C2CCO[C@@H](C2=CC=C1)CNC(OC(C)(C)C)=O